5-((4,4-difluoro-5-(4-((1r,3r)-3-((5-(5-methyl-5H-pyrido[4,3-b]indol-7-yl)pyridin-2-yl)oxy)cyclobutoxy)piperidin-1-yl)pentyl)oxy)-2-(2,6-dioxopiperidin-3-yl)isoindoline-1,3-dione FC(CCCOC=1C=C2C(N(C(C2=CC1)=O)C1C(NC(CC1)=O)=O)=O)(CN1CCC(CC1)OC1CC(C1)OC1=NC=C(C=C1)C=1C=CC=2C3=C(N(C2C1)C)C=CN=C3)F